C(C)(C)(C)C1N(C[C@H]([C@@H]1N1C(N(CC1)C1=CC(=CC(=C1)C(F)(F)F)C(F)(F)F)=O)C1=CC=C(C=C1)F)C(=O)O.N[C@@H](CC(=O)O)C(=O)O L-Aspartic Acid tert-butyl-(3S,4R)-3-{3-[3,5-bis(trifluoromethyl)phenyl]-2-oxoimidazolidin-1-yl}-4-(4-fluorophenyl)pyrrolidine-1-carboxylate